ClC=1C=CC(=C(C=O)C1)O 5-chloro-2-hydroxy-benzaldehyde